5-(7-Bromoquinoxalin-2-yl)-3,6-dihydropyridine-1(2H)-carboxylic acid tert-butyl ester C(C)(C)(C)OC(=O)N1CCC=C(C1)C1=NC2=CC(=CC=C2N=C1)Br